1,5-diisocyanatohexane N(=C=O)CCCCC(C)N=C=O